N-(4-{4-[3-(5-tert-Butyl-2-cyclopropylmethyl-2H-pyrazol-3-yl)-ureido]-3-fluoro-phenoxymethyl}-pyridin-2-yl)-acetamide C(C)(C)(C)C=1C=C(N(N1)CC1CC1)NC(NC1=C(C=C(OCC2=CC(=NC=C2)NC(C)=O)C=C1)F)=O